(R)-2-(2-(2-fluoro-3-methylphenyl)-2-(1H-imidazol-4-yl)ethyl)-6-methoxypyridine FC1=C(C=CC=C1C)[C@@H](CC1=NC(=CC=C1)OC)C=1N=CNC1